2-(4,4-difluoropiperidin-1-yl)-4-methyl-6-[2-(trimethylsilyl)ethynyl]pyrimidine FC1(CCN(CC1)C1=NC(=CC(=N1)C)C#C[Si](C)(C)C)F